acryloyloxypropyl-diethoxysilane C(C=C)(=O)OCCC[SiH](OCC)OCC